2-oxo-3,4-dihydroquinoline-1,3(2H)-dicarboxylic acid 3-allyl 1-(tert-butyl) ester C(C)(C)(C)OC(=O)N1C(C(CC2=CC=CC=C12)C(=O)OCC=C)=O